1-Methyl-1-butylpyrrolidinium cyanid tert-butyl-5-(7-(4-cyanopyridin-2-yl)-5-cyclopropyl-7H-pyrrolo[2,3-d]pyrimidin-4-yl)-2,5-diazabicyclo[4.1.0]heptane-2-carboxylate C(C)(C)(C)OC(=O)N1C2CC2N(CC1)C=1C2=C(N=CN1)N(C=C2C2CC2)C2=NC=CC(=C2)C#N.[C-]#N.C[N+]2(CCCC2)CCCC